ClC1=C2C(=CNC2=C(C=C1)NS(=O)(=O)C=1C=NN(C1)CC1(CN(C1)C(=O)OC(C)(C)C)F)C#N tert-butyl 3-[[4-[(4-chloro-3-cyano-1H-indol-7-yl)sulfamoyl]pyrazol-1-yl]methyl]-3-fluoro-azetidine-1-carboxylate